(S)-1-(4-aminobenzyl)-3-((4-ethyl-8-fluoro-4-hydroxy-9-methoxy-3,14-dioxo-3,4,12,14-tetrahydro-1H-pyrano[3',4':6,7]indolizino[1,2-b]quinolin-11-yl)methyl)urea NC1=CC=C(CNC(=O)NCC2=C3C(=NC=4C=C(C(=CC24)OC)F)C2=CC4=C(C(N2C3)=O)COC([C@]4(O)CC)=O)C=C1